ClC1=CC(=C(C=C1)C1(OC2=C(O1)C=CC=C2CC2CCN(CC2)C(=O)OC(C)(C)C)C)F tert-Butyl 4-((2-(4-chloro-2-fluorophenyl)-2-methylbenzo[d][1,3]dioxol-4-yl)methyl)piperidine-1-carboxylate